3-(6-Fluoropyridin-3-yl)-6-(methoxy-d3)-2-(4-(4-methyl-4H-1,2,4-triazol-3-yl)piperidin-1-yl)benzonitrile FC1=CC=C(C=N1)C=1C(=C(C#N)C(=CC1)OC([2H])([2H])[2H])N1CCC(CC1)C1=NN=CN1C